ClC1=CNC2=C(C=CC(=C12)Cl)NS(=O)(=O)C1=CC=C(C=C1)NS(=O)(=O)C1CCNCC1 N-(4-(N-(3,4-dichloro-1H-indol-7-yl)sulfamoyl)phenyl)piperidine-4-sulfonamide